CNC1CCN(CC1)C1=CC=C(C=C1)C1C(NC(CC1)=O)=O 3-[4-[4-(methylamino)-1-piperidinyl]phenyl]piperidine-2,6-dione